FC(C=1C=C(C=CC1)CC=O)(F)F 2-(3-(trifluoromethyl)phenyl)ethan-1-one